tert-Butyl (1S,2R)-2-(4-chloro-2-(2,4-dimethoxybenzyl)-7-fluoro-3-oxo-2,3-dihydro-1H-pyrrolo[3,4-c]pyridin-6-ylamino)cyclohexylcarbamate ClC1=NC(=C(C2=C1C(N(C2)CC2=C(C=C(C=C2)OC)OC)=O)F)N[C@H]2[C@H](CCCC2)NC(OC(C)(C)C)=O